2-(4-(9H-carbazol-9-yl)phenoxy)ethan C1=CC=CC=2C3=CC=CC=C3N(C12)C1=CC=C(OCC)C=C1